BrCCC#N 3-bromo-propanenitrile